3-phenyl-1-(3-methoxyphenyl)-3,4-dihydro-1H-benzopyrano[4,3-d]pyrimidine C1(=CC=CC=C1)N1CN(C2=C(C1)COC1=C2C=CC=C1)C1=CC(=CC=C1)OC